(9H-fluoren-9-yl)methyl(1-(3-(4-methoxyphenyl)-6-nitro-4-oxo-3,4-dihydroquinazolin-2-yl)ethyl)(methyl)carbamate C1=CC=CC=2C3=CC=CC=C3C(C12)OC(N(CC)C(C)C1=NC2=CC=C(C=C2C(N1C1=CC=C(C=C1)OC)=O)[N+](=O)[O-])=O